N-(2-hydroxyphenyl)-glycylglycine ethyl ester C(C)OC(CNC(CNC1=C(C=CC=C1)O)=O)=O